(S)-2-hydroxy-6-((1-(2-(2-hydroxyethyl)-nicotinoyl)pyrrolidin-2-yl)methoxy)benzaldehyde OC1=C(C=O)C(=CC=C1)OC[C@H]1N(CCC1)C(C1=C(N=CC=C1)CCO)=O